C1(=CC=CC=C1)P(C1=C(N)C=C(C=C1)C(F)(F)F)C1=CC=CC=C1 2-(diphenylphosphino)-5-(trifluoromethyl)aniline